C(C)(C)(C)OC(=O)N1CCC(CC1)N1C(NC2=C1C=CC=C2CC(=O)OC)=O 4-[4-(2-methoxy-2-oxo-ethyl)-2-oxo-2,3-dihydro-1H-1,3-benzodiazol-1-yl]piperidine-1-carboxylic acid tert-butyl ester